bromo-3-(3-bromo-2-methyl-6-methylsulfonylphenyl)-4,5-dihydroisoxazole BrC1C(=NOC1)C1=C(C(=CC=C1S(=O)(=O)C)Br)C